N-(5-(5-(1-acryloyl-5,5-difluoropiperidin-3-yl)-1,2,4-oxadiazol-3-yl)pyridin-2-yl)-6-(4-methyl-1H-pyrazol-5-yl)picolinamide C(C=C)(=O)N1CC(CC(C1)(F)F)C1=NC(=NO1)C=1C=CC(=NC1)NC(C1=NC(=CC=C1)C1=C(C=NN1)C)=O